N-[4-(2-dibenzofuranyl)phenyl]-[1,1'-biphenyl]-4-amine C1=C(C=CC=2OC3=C(C21)C=CC=C3)C3=CC=C(C=C3)NC3=CC=C(C=C3)C3=CC=CC=C3